N[C@@]1([C@@H](CCC1)CCCB(O)O)C(=O)O (1S,2R)-1-amino-2-(3-boronopropyl)cyclopentanecarboxylic acid